O[C@@H]1C[C@@H](N(C1=O)C(=O)OC(C)(C)C)C(=O)OCC1=CC=CC=C1 2-benzyl 1-(tert-butyl) (2R,4R)-4-hydroxy-5-oxopyrrolidine-1,2-dicarboxylate